N(=NC(C#N)(CC(C)(C)OC)C)C(C#N)(CC(C)(OC)C)C azo-bis-(2,4-dimethyl-4-methoxypentanenitrile)